C(CC(C(=O)O)C(=O)O)(C(=O)O)C(=O)O 1,1,3,3-propanetetracarboxylic acid